C1=2N3N=CN=C3CN=CC2C=2CCCC2C1 2,3,5,8-tetraazatetracyclo[8.6.0.02,6.011,15]Hexadeca-1(10),3,5,8,11(15)-pentaene